C(C)(C)(C)N(C(O)=O)[C@H](CO)CCS.C(#N)C1=CN=C(S1)NC(C(C)C=1C=C(C=NC1)C=1N=CC(=NC1)C(C(=O)N)=C)=O (5-(5-(1-((5-cyanothiazol-2-yl)amino)-1-oxopropan-2-yl)pyridin-3-yl)pyrazin-2-yl)acrylamide tert-butyl-(S)-(1-hydroxy-4-mercaptobutan-2-yl)carbamate